C1=CC=CC=2C3=CC=CC=C3C(C12)COC(NCC(N([C@H](C[C@@H](OC(C)=O)C=1SC=C(N1)C(=O)N[C@@H](C[C@@H](C(=O)OCC)C)CC1=CC=CC=C1)C(C)C)C)=O)=O Ethyl (2S,4S)-4-[({2-[(8R,10R)-1-(9H-fluoren-9-yl)-8-isopropyl-7-methyl-3,6,12-trioxo-2,11-dioxa-4,7-diazatridecan-10-yl]-1,3-thiazol-4-yl}carbonyl)amino]-2-methyl-5-phenylpentanoate